P(=O)(O)(O)OC[C@H]([C@H]([C@@H](C(CO)=O)O)O)O L-6-phospho-fructose